benzyl 3-((tert-butoxycarbonyl)amino)piperidinecarboxylate C(C)(C)(C)OC(=O)NC1CN(CCC1)C(=O)OCC1=CC=CC=C1